2-(3,5-dimethyl-2-(2-morpholinoethoxy)benzyl)-3-fluorobenzonitrile CC=1C(=C(CC2=C(C#N)C=CC=C2F)C=C(C1)C)OCCN1CCOCC1